ClC1=NC(=CC(=C1C#N)C(F)(F)F)N(C)CC 2-chloro-6-[ethyl-(methyl)amino]-4-(trifluoromethyl)pyridine-3-carbonitrile